CN1C(C(=CC2=CC=CC=C12)C(=O)NC1=CC=NC=C1)=O 1-Methyl-2-oxo-N-(4-pyridyl)quinoline-3-carboxamide